hexadecafluorododec-11-en-1-yl-trimethoxysilane FC(C(C(C(C(C(C(F)(F)[Si](OC)(OC)OC)(F)F)(F)F)(F)F)(F)F)(F)F)(CCCC=C(F)F)F